C12(CC3CC(CC(C1)C3)C2)C(C(=O)N)OC2=NC(NC=C2F)=O (ADAMANTAN-1-YL)-2-((5-FLUORO-2-OXO-1,2-DIHYDROPYRIMIDIN-4-YL)OXY)ACETAMIDE